N1=C(C=CC=2N=C3COCC4(N3C21)COC2=C4C=CC=C2)C=2C=NC(=NC2)N2[C@@H](CN(CC2)C(CO)=O)C 1-((3R)-4-(5-(6',8'-dihydro-2H-spiro[benzofuran-3,9'-pyrido[3',2':4,5]imidazo[2,1-c][1,4]oxazin]-2'-yl)pyrimidin-2-yl)-3-methylpiperazin-1-yl)-2-hydroxyethanone